BrC1=NO[C@@H](C1)C1CCN(CC1)[C@H](C)C1=CC=C(C=C1)C(F)(F)F (5S)-3-Bromo-5-[1-[(1R)-1-[4-(trifluoromethyl)phenyl]ethyl]-4-piperidyl]-4,5-dihydroisoxazole